N-methyl-4-decyl-N-octadecylanilinium tetrakis(perfluorophenyl)borate FC1=C(C(=C(C(=C1F)F)F)F)[B-](C1=C(C(=C(C(=C1F)F)F)F)F)(C1=C(C(=C(C(=C1F)F)F)F)F)C1=C(C(=C(C(=C1F)F)F)F)F.C[NH+](C1=CC=C(C=C1)CCCCCCCCCC)CCCCCCCCCCCCCCCCCC